OC1=CC=C(C=C1)NC(CSC1=CC=C(C=C1)O)=O N-(4-hydroxyphenyl)-2-[(4-hydroxyphenyl)thio]acetamide